C[Si]1(OC(C2=C(C(O1)=O)C=CC=C2)=O)C2=CC=CC=C2 7-Methyl-7-phenyl-6,8-dioxa-7-silabenzocyclohepten-5,9-dion